C(C1=CC=CC=C1)OC(NCCCCCC(=O)N(CCO[C@@H]1[C@@H](OC(C)=O)[C@@H](OC(C)=O)[C@H](OC(C)=O)[C@H](O1)COC(C)=O)CCO[C@@H]1[C@@H](OC(C)=O)[C@@H](OC(C)=O)[C@H](OC(C)=O)[C@H](O1)COC(C)=O)=O Benzyl[6-(bis{2-[(2,3,4,6-tetra-O-acetyl-α-D-mannopyranosyl)oxy]ethyl}amino)-6-oxohexyl]carbamate